C(C)(C)(C)C=1C=C(C=C(C1O)C(C)(C)C)OC(CC)=O 3,5-di-tert-butyl-4-hydroxyphenyl-propionate